Cl.NC\C=C(\CN1C(=NC2=C1C=CC=C2C=2C=C(C=CC2)S(=O)(=O)NC)C(F)(F)F)/F (Z)-3-(1-(4-amino-2-fluorobut-2-en-1-yl)-2-(trifluoromethyl)-1H-benzo[d]imidazol-4-yl)-N-methylbenzenesulfonamide Hydrochloride